F[C@]1(CN(CC[C@@H]1NC(=O)C1=CC(=CC=2N(C=NC21)CC(F)(F)F)C#CCNC=2C(OC)=CC=C(C2)C(NC)=O)C)C N-[(3S,4S)-3-fluoro-1-methyl-3-methyl-4-piperidyl]-6-{3-[4-(N-methylcarbamoyl)-2-anisidino]-1-propynyl}-1-(2,2,2-trifluoroethyl)-1H-benzo[d]imidazole-4-carboxamide